CC(C)(C)[O-].C[Al+2].CC(C)(C)[O-] methyl-aluminum t-butoxide